C(C#CC)(=O)NC1=C(C(=O)OC)C=CC=C1 methyl 2-(but-2-ynamido)benzoate